FCN1CCC1 (fluoromethyl)azetidin